FC1(CCN(CC1)C)CN1C=NC(=C1C1=C2C(=NC=C1)NC=C2)C2=CC=C(C=C2)F 4-(1-((4-fluoro-1-methylpiperidin-4-yl)methyl)-4-(4-fluorophenyl)-1H-imidazole-5-yl)-1H-pyrrolo[2,3-b]Pyridine